NC(C(=O)O)CCC(C)NC(N)=O 2-amino-5-(carbamoylamino)hexanoic acid